C(C1=CC=CC=C1)OCC(CN1C(=NC2=NC=CC(=C21)C2=CC=CC(=N2)N[C@H]2C[C@H](N(C2)C(=O)OC(C)(C)C)C(=O)OC)C)OCC O1-tert-butyl O2-methyl (2S,4S)-4-[[6-[1-(3-benzyloxy-2-ethoxy-propyl)-2-methyl-imidazo[4,5-b]pyridin-7-yl]-2-pyridyl]amino]pyrrolidine-1,2-dicarboxylate